C1(=CC=CC=C1)NC=1NN=C2N=C(N=C(C21)N)C2=CC=C(C=C2)OC(F)(F)F 3-N-phenyl-6-[4-(trifluoromethoxy)phenyl]-2H-pyrazolo[3,4-d]pyrimidine-3,4-diamine